2-isopropyl-2,6-diazaspiro[3.3]-heptane C(C)(C)N1CC2(C1)CNC2